NC1=CN=NC=C1N 4,5-diamino-pyridazine